3-(5-chloro-2-fluorophenyl)-2-(3-{[morpholin-3-yl]methoxy}pyridin-4-yl)-1H-pyrrolo[3,2-b]pyridine hydrogen chloride Cl.ClC=1C=CC(=C(C1)C1=C(NC=2C1=NC=CC2)C2=C(C=NC=C2)OCC2NCCOC2)F